3-Fluoro-11-((3-methoxypropyl)amino)-6-methyl-6,11-dihydrodibenzo[c,f][1,2]thiazepine 5,5-dioxide FC1=CC2=C(C(C3=C(N(S2(=O)=O)C)C=CC=C3)NCCCOC)C=C1